C12(CC3CC(CC(C1)C3)C2)CNC(=O)C=2C=C3C=CN(C3=CC2)CC2=CC(=C(C(=O)OC)C=C2)O Methyl 4-((5-((((3r,5r,7r)-adamantan-1-yl)methyl)carbamoyl)-1H-indol-1-yl)methyl)-2-hydroxybenzoate